2-(6-(4-chlorophenyl)imidazo[1,2-b]pyridazin-2-yl)acetic acid hydrochloride Cl.ClC1=CC=C(C=C1)C=1C=CC=2N(N1)C=C(N2)CC(=O)O